FC=1C=C(CN(C(OC(C)(C)C)=O)C)C=C(C1C=1N=CC2=C(N1)C(=NN2COCC[Si](C)(C)C)I)F tert-butyl (3,5-difluoro-4-(3-iodo-1-((2-(trimethylsilyl)ethoxy)methyl)-1H-pyrazolo[4,3-d]pyrimidin-5-yl)benzyl)(methyl)carbamate